1,2,7,8,9,10-hexahydro-[1,4]oxazino[2,3,4-hi]pyrido[4,3-b]indole C1COC=2C=CC=C3C4=C(N1C23)CCNC4